C(C1=CC=CC=C1)N(C=1C(=C(C=CC1[N+](=O)[O-])C(C(=O)O)CC(F)F)F)CC1=CC=CC=C1 2-[3-(dibenzylamino)-2-fluoro-4-nitrophenyl]-4,4-difluorobutyric acid